C(C)C(C(S\C(=C(\C)/N(C=O)CC=1C(=NC(=NC1)C)N)\CCOP(=O)(O)O)=O)CC (Z)-S-(2-(N-((4-amino-2-methylpyrimidin-5-yl)methyl) formamido)-5-(phosphonooxy)pent-2-en-3-yl) 2-ethylbutanethioate